OC1CC(C(CC1)NC1=C2C(=NC=C1C(=O)OCCOC)NC=C2)C 2-methoxyethyl 4-((4-hydroxy-2-methylcyclohexyl)amino)-1H-pyrrolo[2,3-b]pyridine-5-carboxylate